FC1(C(C12CCN(CC2)S(=O)(=O)N)C2=NSC(=N2)N2CCCCC2)F 1,1-difluoro-2-[5-(piperidin-1-yl)-1,2,4-thiadiazol-3-yl]-6-azaspiro[2.5]octane-6-sulfonamide